CN1N=CC(=C1)C=1C=CC=2N(C1)N=CC2NCCNC(OC(C)(C)C)=O tert-butyl (2-((6-(1-methyl-1H-pyrazol-4-yl)pyrazolo[1,5-a]pyridin-3-yl)amino)ethyl)carbamate